ethyl (7R)-2-[4-(3-methylphenoxy)phenyl]-7-[4-(2-nitrobenzene-1-sulfonyl)piperazin-1-yl]-4,5,6,7-tetrahydro-2H-pyrazolo[4,3-b]pyridine-3-carboxylate CC=1C=C(OC2=CC=C(C=C2)N2N=C3C(NCC[C@H]3N3CCN(CC3)S(=O)(=O)C3=C(C=CC=C3)[N+](=O)[O-])=C2C(=O)OCC)C=CC1